ClC1=C(C=CC=C1)N1N=C2C(=C1C1=CC=C(C=C1)Cl)OCCCC2NS(=O)(=O)C2=CC=C(C=C2)C N-[2-(2-chlorophenyl)-3-(4-chlorophenyl)-5,6,7,8-tetrahydrooxepino[3,2-c]pyrazol-8-yl]-4-methyl-benzenesulfonamide